N'-((2-(hydroxymethyl)-3-methyl-6,7-dihydro-5H-cyclopenta[b]pyridin-4-yl)carbamoyl)-2-(2-hydroxypropan-2-yl)thiazole-5-sulfonimidamide OCC1=C(C(=C2C(=N1)CCC2)NC(=O)N=S(=O)(N)C2=CN=C(S2)C(C)(C)O)C